CN1C=C(C2=CC(=CC=C12)N1C(NC2=C(C1=O)C1=C(S2)CCCCC1)=O)CN1CCCCC1 3-(1-methyl-3-(piperidin-1-ylmethyl)-1H-indol-5-yl)-1,5,6,7,8,9-hexahydro-2H-cyclohepta[4,5]thieno[2,3-d]pyrimidine-2,4(3H)-dione